2-octyldodecyl neopentanoate C(C(C)(C)C)(=O)OCC(CCCCCCCCCC)CCCCCCCC